C(C)OC(CCC(=O)C1=NC(=CC(=C1O)Br)CC1=C(C=CC=C1C(F)(F)F)OC)=O 4-[4-Bromo-3-hydroxy-6-(2-methoxy-6-trifluoromethyl-benzyl)-pyridin-2-yl]-4-oxo-butyric acid ethyl ester